4-oxo-N-{[6-({[2-(trifluoromethoxy)ethyl]amino}methyl)imidazo[1,2-a]pyridin-2-yl]methyl}-4H-pyrido[1,2-a]pyrimidine-2-carboxamide O=C1C=C(N=C2N1C=CC=C2)C(=O)NCC=2N=C1N(C=C(C=C1)CNCCOC(F)(F)F)C2